OC1=C(C=C(\C=C/2\C(NC(S2)=S)=O)C=C1C)C (Z)-5-(4-Hydroxy-3,5-dimethylbenzylidene)-2-thioxothiazolidin-4-one